C(CCCCCCC)C1=CC=CC=C1 Octylbenzene